[In]=S.[Sb] antimony-indium sulfide